CC1=CC=C(C=C1)C1=NN=C(O1)S 5-(4-methylphenyl)-2-mercapto-1,3,4-oxadiazole